ClC1=CC=C(C=C1)[Mg]Br 4-chlorophenyl-magnesium bromide